tris[2-propyl-(1-aziridinyl)]propionate C(CC)C1N(C1)C(CC(=O)[O-])(N1C(C1)CCC)N1C(C1)CCC